BrC1=CC=2C(=NC=C(C2S1)C#N)O 2-bromo-4-hydroxythieno[3,2-c]pyridine-7-carbonitrile